(R)-3-(1-(6-ethoxy-5-methoxypyridin-2-yl)-2-(methylsulfonyl)ethyl)-6-(2-fluorophenyl)-1,7-dimethyl-1H-imidazo[4,5-b]pyridin-2(3H)-one C(C)OC1=C(C=CC(=N1)[C@H](CS(=O)(=O)C)N1C(N(C=2C1=NC=C(C2C)C2=C(C=CC=C2)F)C)=O)OC